SCCCCCCCCCCCO L-11-mercapto-1-undecanol